rac-tert-butyl ((1r,3r)-3-((3-amino-6-(2-hydroxyphenyl)pyridazin-4-yl)oxy)cyclobutyl)carbamate NC=1N=NC(=CC1OC1CC(C1)NC(OC(C)(C)C)=O)C1=C(C=CC=C1)O